(3-bromo-6-quinolinyl)-oxy-N-(1,1-dimethyl-2-butyn-1-yl)-2-(methylthio)acetamide BrC=1C=NC2=CC=C(C=C2C1)OC(C(=O)NC(C#CC)(C)C)SC